5-methoxy-1-methyl-1H-indole-3-carbaldehyde COC=1C=C2C(=CN(C2=CC1)C)C=O